tert-butyl(7-(4,4-difluoropiperidin-1-yl)-2-methyl-1-oxoisoindolin-5-yl)carbamate C(C)(C)(C)OC(NC=1C=C2CN(C(C2=C(C1)N1CCC(CC1)(F)F)=O)C)=O